5-(6-chloroindolin-1-yl)sulfonyl-4-fluoro-2-oxo-isoquinolin-2-ium ClC1=CC=C2CCN(C2=C1)S(=O)(=O)C1=C2C(=C[N+](CC2=CC=C1)=O)F